[Na+].FC=1C=C(C=CC1)C(CC(=O)[O-])NC(C1=CC=C(C=C1)N=S(=O)=O)=O 3-(3-fluorophenyl)-3-(4-sulfonylaminobenzoylamino)propionic acid sodium salt